BrC=1C(=CC=C2CN(C(C12)=O)C1C(NC(CC1)=O)=O)OC 3-(7-bromo-6-methoxy-1-oxoisoindolin-2-yl)piperidine-2,6-dione